N-(3-(N,N-dimethylsulfamoyl)propyl)-4-morpholino-2-(4-(m-tolyl)-1H-pyrazol-1-yl)furo[3,2-d]pyrimidine-6-carboxamide CN(S(=O)(=O)CCCNC(=O)C1=CC=2N=C(N=C(C2O1)N1CCOCC1)N1N=CC(=C1)C=1C=C(C=CC1)C)C